CN1N=C(C=2C1=NC(=NC2NCC2=CC=C(C=C2)S(=O)(=O)N)N2CCCCC2)C2=CC=CC=C2 4-((1-Methyl-3-phenyl-6-piperidino-1H-pyrazolo[3,4-d]pyrimidin-4-yl)aminomethyl)benzenesulfonamide